NC1C[C@H]2CC[C@@H](C1)N2C2=NC(=C(C(=N2)C#N)C2=C(C(=CC=C2)Cl)Cl)C 2-((1r,5s)-3-amino-8-azabicyclo[3.2.1]oct-8-yl)-5-(2,3-dichlorophenyl)-6-methylpyrimidine-4-carbonitrile